OB1OCC2=C1C=C(C=C2)C(=O)N[C@H](C)C(=O)OCC2=CC=CC=C2 Benzyl (1-hydroxy-1,3-dihydrobenzo[c][1,2]oxaborole-6-carbonyl)-D-alaninate